C(C)(C)(C)OC(=O)N1CC=2C(=C(C=3CN(CCC3N2)CC2=CC=CC=C2)C)C1 7-benzyl-9-methyl-1,3,5,6,7,8-hexahydro-2,4,7-triaza-cyclopenta[b]naphthalene-2-carboxylic acid tert-butyl ester